Methylenetetrahydro-1H-pyrrolizine C=C1CCN2CCC=C12